FC(OC1CC(C1)C1=NN=C(O1)C12CCC(C1)(C2)NC(OC(C)(C)C)=O)(F)F tert-butyl (4-(5-((1s,3s)-3-(trifluoromethoxy)cyclobutyl)-1,3,4-oxadiazol-2-yl)bicyclo[2.1.1]hexan-1-yl)carbamate